benzyl N-[1-(5-bromo-2-pyridyl)-4-piperidyl]carbamate BrC=1C=CC(=NC1)N1CCC(CC1)NC(OCC1=CC=CC=C1)=O